7-isopropoxy-N-(1-methyl-1H-pyrazol-3-yl)-2-((1S,4R)-1-methyl-2-oxabicyclo[2.2.1]hept-4-yl)imidazo[1,2-a]pyrimidine-6-carboxamide C(C)(C)OC1=NC=2N(C=C1C(=O)NC1=NN(C=C1)C)C=C(N2)[C@@]21CO[C@@](CC2)(C1)C